pentyl N-[6-[[[[(Z)-(1-methyl-1H-tetrazol-5-yl)phenyl-methylene]amino]oxy]methyl]-2-pyridinyl]carbamate CN1N=NN=C1\C(\C1=CC=CC=C1)=N/OCC1=CC=CC(=N1)NC(OCCCCC)=O